NC=1C(=NON1)C1=NOC(N1C1=CC(=C(C=C1)F)Cl)=O 3-(4-amino-1,2,5-oxadiazol-3-yl)-4-(3-chloro-4-fluorophenyl)-1,2,4-oxadiazol-5(4H)-one